N.[Co].[Ni] nickel-cobalt ammonia